3-((2S)-3-(8-(3-(3,5-dimethylisoxazol-4-yl)phenylsulfonyl)-1-oxa-8-azaspiro[4.5]decan-3-ylamino)-2-hydroxypropoxy)-N-methylbenzenesulfonamide CC1=NOC(=C1C=1C=C(C=CC1)S(=O)(=O)N1CCC2(CC(CO2)NC[C@@H](COC=2C=C(C=CC2)S(=O)(=O)NC)O)CC1)C